ClC1=C(C=CC=C1)C1CN(C1)[C@@H]1[C@H](CCCC1)OC=1C=C2CN(C(C2=CC1)=O)C1C(NC(CC1)=O)=O 3-(5-(((1S,2S)-2-(3-(2-chlorophenyl)azetidin-1-yl)cyclohexyl)oxy)-1-oxoisoindolin-2-yl)piperidine-2,6-dione